3-(2-methyl-2H-tetrazol-5-yl)-4-((3-(trifluoromethyl)phenyl)amino)benzamide CN1N=C(N=N1)C=1C=C(C(=O)N)C=CC1NC1=CC(=CC=C1)C(F)(F)F